cis-2-pentene-1,5-dicarboxylic acid C(\C=C/CCC(=O)O)C(=O)O